3-Hydroxyandrost-5-en-17-one OC1CC2=CC[C@H]3[C@@H]4CCC([C@@]4(C)CC[C@@H]3[C@]2(CC1)C)=O